4-[[(3R,4R)-1-(2-cyanoacetyl)-4-methyl-3-piperidinyl]-methyl-amino]pyrrolo[2,3-d]pyrimidine-7-carboxylic acid (4-aminophenyl) ester NC1=CC=C(C=C1)OC(=O)N1C=CC2=C1N=CN=C2N(C)[C@H]2CN(CC[C@H]2C)C(CC#N)=O